C(C)N(S(=O)(=O)C=1SC(=CC1)C)C(C(F)(F)F)C1=CC=C(C=C1)F N-ethyl-5-methyl-N-(2,2,2-trifluoro-1-(4-fluorophenyl)ethyl)thiophene-2-sulfonamide